N-(2,4-dimethoxybenzyl)pyrimidine-2-amine COC1=C(CNC2=NC=CC=N2)C=CC(=C1)OC